3-(3-(hexahydropyrazino[2,1-c][1,4]oxazin-8(1H)-ylsulfonyl)-2-hydroxyphenylamino)-4-((R)-1-phenylpropylamino)cyclobut-3-ene-1,2-dione C1OCCN2C1CN(CC2)S(=O)(=O)C=2C(=C(C=CC2)NC=2C(C(C2N[C@H](CC)C2=CC=CC=C2)=O)=O)O